C1(=C2C(=CN=N1)C=NC=C2)N PYRIDO-[3,4-D]PYRIDAZINE-AMINE